NCC1=CC=C(C=C1)NC(=O)C1=CC=2C=3C(COC2C=C1N1[C@H](CCC1)C(=O)O)=CSC3 (R)-1-(8-((4-(aminomethyl)phenyl)carbamoyl)-4H-thieno[3,4-c]chromen-7-yl)pyrrolidine-2-carboxylic acid